1-(5-(5-methyl-5H-pyrido[4,3-b]indol-7-yl)pyridin-2-yl)piperidine-4-carbaldehyde CN1C2=C(C=3C=CC(=CC13)C=1C=CC(=NC1)N1CCC(CC1)C=O)C=NC=C2